NC1=C(C(=NC(=C1F)C1=C(C=C(C(=C1)F)Br)F)C(=O)O)Cl 4-amino-6-(4-bromo-2,5-difluorophenyl)-3-chloro-5-fluoropyridine-2-carboxylic acid